CC=1CC(C(C(C1)C)C)C=O 3,5,6-trimethyl-3-cyclohexenecarbaldehyde